7α-Hydroxycholestenone C[C@H](CCC(=O)C(=C)C)[C@H]1CC[C@@H]2[C@@]1(CC[C@H]3[C@H]2[C@@H](CC4[C@@]3(CCCC4)C)O)C